(S)-8-chloro-6-(((1-cyclopropyl-1H-1,2,3-triazol-4-yl)(1-methyl-1H-pyrrolo[2,3-b]pyridin-4-yl)methyl)amino)-4-(neopentylamino)quinoline-3-carbonitrile ClC=1C=C(C=C2C(=C(C=NC12)C#N)NCC(C)(C)C)N[C@@H](C1=C2C(=NC=C1)N(C=C2)C)C=2N=NN(C2)C2CC2